BrC=1C(=NC=C(C1)C=1C=NN(C1)C1CCN(CC1)C)N 3-bromo-5-(1-(1-methylpiperidin-4-yl)-1H-pyrazol-4-yl)pyridin-2-amine